CN(C1=N[C@@H](N=C(N1)N)C)C (6R)-N2,N2,6-trimethyl-3,6-dihydro-1,3,5-triazine-2,4-diamine